CC(CCCCCCCCCCC)CCCC(CCCC(CCCCCCCCCCCCCCCCCC)C)C 12,16,20-Trimethyloctatriacontane